C1(=CCCC1)C1=C(N=CC(=N1)C=1N=NN(C1)C1=C(C=C(C=C1)NS(=O)(=O)CCO)N1CCC2(CC2)CC1)C N-(4-(4-(6-(cyclopent-1-en-1-yl)-5-methylpyrazin-2-yl)-1H-1,2,3-triazol-1-yl)-3-(6-azaspiro[2.5]octan-6-yl)phenyl)-2-hydroxyethane-1-sulfonamide